[2-(2-ethoxy-2-oxo-ethoxy)ethoxy]piperidine-1-carboxylate C(C)OC(COCCOC1N(CCCC1)C(=O)[O-])=O